NC=1C=NN2C1C(N(CC2)C(=O)OCC2=CC=CC=C2)C Benzyl 3-amino-4-methyl-6,7-dihydropyrazolo[1,5-a]pyrazine-5(4H)-carboxylate